CC1=NC(=NS1)[C@@H]1[C@H](C1)C(=O)OCC |r| rac-ethyl (1S*,2S*)-2-(5-methyl-1,2,4-thiadiazol-3-yl)cyclopropane-1-carboxylate